2-amino-6-chloro-9-(4-hydroxy-3-hydroxymethylbutyl)purine NC1=NC(=C2N=CN(C2=N1)CCC(CO)CO)Cl